5-[[2-(2,6-dioxopiperidin-3-yl)-1,3-dioxo-2,3-dihydro-1H-isoindol-5-yl]oxy]pentanal O=C1NC(CCC1N1C(C2=CC=C(C=C2C1=O)OCCCCC=O)=O)=O